benzyl 3,3-difluoro-piperidine-1-carboxylate FC1(CN(CCC1)C(=O)OCC1=CC=CC=C1)F